6-chloro-4-cyclopropyl-2,7-naphthyridin-1(2H)-one ClC=1C=C2C(=CNC(C2=CN1)=O)C1CC1